N-(2-aminoethyl)aminopropyltriethoxysilan NCCNCCC[Si](OCC)(OCC)OCC